C1[C@@H]2N(CCN1)CCC2 (8aR)-1,2,3,4,6,7,8,8a-octahydropyrrolo[1,2-a]pyrazine